N[C@@H]1[C@@H]([C@@H]([C@H](C1)O)O)O (1S,2R,3S,4S)-4-amino-1,2,3-cyclopentanetriol